ClC=1C(=C(OC2=NC=NC3=CC=C(C=C23)C2CN(C2)C(C=C)=O)C=CC1F)F 1-[3-[4-(3-Chloro-2,4-difluoro-phenoxy)quinazolin-6-yl]azetidin-1-yl]prop-2-en-1-one